(3R,4R)-1-(1-((5-Chloropyridin-2-yl)methyl)-6-(methylsulfonyl)-1H-benzo[d]imidazol-2-yl)-4-fluoropiperidin-3-amin ClC=1C=CC(=NC1)CN1C(=NC2=C1C=C(C=C2)S(=O)(=O)C)N2C[C@H]([C@@H](CC2)F)N